(R)-1-(5-(3-(4-(5-methyl-1,2,4-oxadiazol-3-yl)phenoxy)pyrrolidin-1-carbonyl)-1H-benzo[d][1,2,3]triazol-1-yl)ethane-1-one CC1=NC(=NO1)C1=CC=C(O[C@H]2CN(CC2)C(=O)C2=CC3=C(N(N=N3)C(C)=O)C=C2)C=C1